6-(1H-imidazol-1-yl)-N-(6-methoxypyridin-3-yl)picolinamide tert-butyl-N-[1-[3-(2-methyl-4-pyridyl)-1,2,4-oxadiazol-5-yl]ethyl]carbamate C(C)(C)(C)OC(NC(C)C1=NC(=NO1)C1=CC(=NC=C1)C)=O.N1(C=NC=C1)C1=CC=CC(=N1)C(=O)NC=1C=NC(=CC1)OC